C(C)C(C(\C=C\CC1=CC=CC=C1)C1=CC=C(C=C1)F)CC 1,1-diethyl-5-phenyl-(E)-2-(4-fluorophenyl)pent-3-en